C[C@H]1N(C[C@@H](NC1)C)C(=O)OCC1=CC=CC=C1 benzyl (2r,5s)-2,5-dimethylpiperazine-1-carboxylate